FC(C(=O)OC(C(F)(F)F)=O)(F)F 2,2,2-trifluoroacetic anhydride